6'-amino-4''-bromo-5'-carbamoyl-[1,1':3',1''-terphenyl]-4-yl dihydrogen phosphate P(=O)(OC1=CC=C(C=C1)C1=CC(=CC(=C1N)C(N)=O)C1=CC=C(C=C1)Br)(O)O